tert-butyl (4-(6-chloro-8-fluoro-2-(((2S,4R)-4-fluoro-1-methylpyrrolidin-2-yl)methoxy)-4-(methylthio)quinazolin-7-yl)-7-fluorobenzo[d]thiazol-2-yl)carbamate ClC=1C=C2C(=NC(=NC2=C(C1C1=CC=C(C2=C1N=C(S2)NC(OC(C)(C)C)=O)F)F)OC[C@H]2N(C[C@@H](C2)F)C)SC